N-((S)-2-((S)-3-((((9H-fluoren-9-yl)methoxy)carbonyl)(methyl)amino)-2-oxoazepan-1-yl)-3-(4-(trifluoromethyl)phenyl)propanoyl)-N-methylglycine C1=CC=CC=2C3=CC=CC=C3C(C12)COC(=O)N([C@@H]1C(N(CCCC1)[C@H](C(=O)N(CC(=O)O)C)CC1=CC=C(C=C1)C(F)(F)F)=O)C